O1C(=CC=C1)C(C(=O)C=1OC=CC1)=O 1,2-di(furan-2-yl)ethanedione